3-(1-oxo-5-(piperazin-1-ylamino)isoindolin-2-yl)piperidine O=C1N(CC2=CC(=CC=C12)NN1CCNCC1)C1CNCCC1